[N+](=O)([O-])C=1C=C2C=C(NC2=CC1)B(O)O 5-NITRO-1H-INDOL-2-YLBORONIC ACID